ethyl 5-[3-[(Z)-1-acetyl-2-hydroxy-prop-1-enyl]pyrazolo[1,5-a]pyridin-5-yl]furan-3-carboxylate C(C)(=O)\C(=C(\C)/O)\C=1C=NN2C1C=C(C=C2)C2=CC(=CO2)C(=O)OCC